OC(C(=O)OCCC)CCCCCCCCC propyl alpha-hydroxyundecanoate